1,9-Dicyanononan C(#N)CCCCCCCCCC#N